FC=1C=CC2=C(C(=C(S2)C(C(C)C)NC(NC=2C=NC(=NC2)N2CC(C2)F)=O)C)C1 3-[1-(5-fluoro-3-methyl-1-benzothiophene-2-yl)-2-methylpropyl]-1-[2-(3-fluoroazetidin-1-yl)pyrimidin-5-yl]urea